N-{[1-(4-hydroxy-3,3-dimethylpiperidine-1-carbonyl)cyclobutyl]methyl}-4H,5H,6H,7H,8H,9H-cycloocta[b]thiophene-2-carboxamide OC1C(CN(CC1)C(=O)C1(CCC1)CNC(=O)C1=CC2=C(S1)CCCCCC2)(C)C